BrC=1C(=C2C(=NC1)NC(=N2)C2=C(N(C(=C2)C)C2=CC(=CC=C2)N2CCOCC2)C)NC=2C=C(C=CC2)S(=O)(=O)N 3-((6-bromo-2-(2,5-dimethyl-1-(3-morpholinylphenyl)-1H-pyrrol-3-yl)-3H-imidazo[4,5-b]pyridin-7-yl)amino)benzenesulfonamide